COC1=CC2=C(C=C1OC)C1(CCN(CC1)C=1OC3(C(N1)=O)CC1=CC=CC=C1C3)OC2=O 5,6-dimethoxy-1'-(4'-oxo-1,3-dihydro-4'H-spiro[indene-2,5'-[1,3]oxazol]-2'-yl)-3H-spiro[2-benzofuran-1,4'-piperidin]-3-one